CC1(C(NCCC1)=O)C=1OC(=NN1)C=1C(=NC=CC1)NC1=CC=C(C=C1)S(F)(F)(F)(F)F 3-methyl-3-[5-[2-[4-(pentafluoro-lambda6-sulfanyl)anilino]-3-pyridyl]-1,3,4-oxadiazol-2-yl]piperidin-2-one